FC1=C(C(=CC=2CC[C@H](CC12)NCC=1C=NC=CC1)O)N1CC(NS1(=O)=O)=O 5-[(7R)-1-fluoro-3-hydroxy-7-{[(pyridin-3-yl)methyl]amino}-5,6,7,8-tetrahydronaphthalen-2-yl]-1λ6,2,5-thiadiazolidine-1,1,3-trione